ClC=1CN(C=C(N1)Cl)C1=CC(=NN1C)C1CC1 3,5-dichloro-1-(3-cyclopropyl-1-methyl-1H-pyrazol-5-yl)pyrazine